N-(2-((3-chloro-1-(2,6-difluorophenyl)-1,2-dihydro-6-methyl-2-oxopyridin-4-yloxy)methyl)-5-fluorobenzyl)-2-(propylsulfonyl)acetamide ClC=1C(N(C(=CC1OCC1=C(CNC(CS(=O)(=O)CCC)=O)C=C(C=C1)F)C)C1=C(C=CC=C1F)F)=O